n,n,2-trimethylbenzamide CC1=CC=CC=C1C(=O)N(C)C